C(CCCCC)C[C@](C(=O)N)(O)CCCCCC |r| racemic-dihexyl-lactamide